ClC=1C(=C2C=NNC2=CC1C)C=1C(=NN(C1C)C1CC2(CNC2)C1)N1C(CC(CC1)N1CC(C1)OC)(C)C 5-Chloro-4-(3-(4-(3-methoxyazetidin-1-yl)-2,2-dimethylpiperidin-1-yl)-5-methyl-1-(2-azaspiro[3.3]heptan-6-yl)-1H-pyrazol-4-yl)-6-methyl-1H-indazole